3-fluoro-2,2-dimethylpropionic acid FCC(C(=O)O)(C)C